C(C)(C)N1C(=CC=C1CCCC1=CC=CC=C1)C(=O)NC1=C(C=CC(=C1)CC(=O)NOC)C(F)(F)F 1-isopropyl-N-{5-[2-(methoxyamino)-2-oxoethyl]-2-(trifluoromethyl)phenyl}-5-(3-phenylpropyl)-1H-pyrrole-2-Carboxamide